2-[6-(1,1-difluoroethyl)-3-ethylsulfonyl-imidazo[1,2-a]pyridin-2-yl]-6-(trifluoromethoxy)isoindolin-1-one FC(C)(F)C=1C=CC=2N(C1)C(=C(N2)N2C(C1=CC(=CC=C1C2)OC(F)(F)F)=O)S(=O)(=O)CC